(2s,5s)-4-((4-fluorophenyl)(5-(trifluoromethyl)pyridin-2-yl)methyl)-5-(hydroxymethyl)-2-methylpiperazine-1-carboxylic acid tert-butyl ester C(C)(C)(C)OC(=O)N1[C@H](CN([C@@H](C1)CO)C(C1=NC=C(C=C1)C(F)(F)F)C1=CC=C(C=C1)F)C